5-(aminomethyl)-2-(4-methoxyphenyl)isothiazolidine 1,1-dioxide NCC1CCN(S1(=O)=O)C1=CC=C(C=C1)OC